[Cl-].C(C=C)C[N+](C)(C)CCCCCCCCCCCCCCCC allyl-hexadecyl-trimethyl-ammonium chloride